NC1=CC=C(C(=C1C(=O)N(C)C)F)C=1C(=C2C(=NC1)NCC21CC(CC1)N(C)CC(=O)N)Cl 6-Amino-3-(3-((2-amino-2-oxoethyl)(methyl)amino)-4'-chloro-1',2'-dihydrospiro[cyclopentane-1,3'-pyrrolo[2,3-b]pyridin]-5'-yl)-2-fluoro-N,N-dimethylbenzamide